eicosa-9,12,15,18-tetraenoic acid C(CCCCCCCC=CCC=CCC=CCC=CC)(=O)O